C(C)(C)(C)N(C(O)=O)C=1C=NN(C1C(F)(F)F)C1=CC=C(C=C1)N1C(C(=C(C=C1)Cl)Cl)=O.C(C)C1NCCCC1CNS(=O)(=O)C N-((2-ethylpiperidin-3-yl)methyl)methanesulfonamide tert-butyl-(1-(4-(3,4-dichloro-2-oxopyridin-1(2H)-yl)phenyl)-5-(trifluoromethyl)-1H-pyrazol-4-yl)carbamate